NC=1C(=NC(=CC1C1=C(C(=CC=C1C)O)C)Cl)C(=O)N 3-amino-6-chloro-4-(3-hydroxy-2,6-dimethyl-phenyl)pyridine-2-carboxamide